NC1=NC=NC=2C3=C(CC(C12)(C)C)C(=C(C=C3)B(O)O)N(C)CCC#N [4-amino-7-[2-cyanoethyl(methyl)amino]-5,5-dimethyl-6H-benzo[h]quinazolin-8-yl]boronic acid